C(CCC(=O)Cl)(Cl)=N succinyl chloride imine